N1=C(C=CC=C1)OC=1C=C(OC2=CC=3C=4N(C=5C=CC=CC5C3C=C2)C=CN4)C=CC1 11-(3-(pyridin-2-yloxy)phenoxy)imidazo[1,2-f]phenanthridine